C1=NC2=C(N1[C@H]3[C@@H]([C@@H]([C@H](O3)COP(=O)(O)OP(=O)(O)OP(=O)(O)O)O)O)NC(=O)NC2=O The molecule is the xanthosine 5'-phosphate in which the 5'-phosphate is a triphosphate group. It has a role as an Escherichia coli metabolite and a mouse metabolite. It is a purine ribonucleoside 5'-triphosphate and a xanthosine 5'-phosphate. It is a conjugate acid of a XTP(3-).